tert-butyl 3-((2-bromo-4-methyl-6-(trifluoromethyl)pyridin-3-yl)carbamoyl)azetidine-1-carboxylate BrC1=NC(=CC(=C1NC(=O)C1CN(C1)C(=O)OC(C)(C)C)C)C(F)(F)F